FCCN1[C@@H](CC1)C(=O)O (S)-1-(2-fluoroethyl)azetidine-2-carboxylic acid